C(CCCCCCC)NCCCCCCCC.O1C=2C(OCC1COCCCCS(=O)(=O)O)=CSC2 4-[(2,3-dihydrothieno[3,4-b]-[1,4]dioxin-2-yl)methoxy]-1-butanesulfonic acid di-n-octylamine salt